3-[4-[4-[2-(1,4-dioxaspiro[4.5]dec-8-yl)ethyl]-1-piperidinyl]-phenyl]piperidine-2,6-dione O1CCOC12CCC(CC2)CCC2CCN(CC2)C2=CC=C(C=C2)C2C(NC(CC2)=O)=O